BrCC1=C(C=NN1C1=NC=CC(=C1)CC1=CC(=CC(=C1)C(F)(F)F)F)C(=O)OCC Ethyl 5-(bromomethyl)-1-(4-(3-fluoro-5-(trifluoromethyl)benzyl)pyridin-2-yl)-1H-pyrazole-4-carboxylate